isopropyl trifluoromethyl ketone FC(F)(F)C(=O)C(C)C